3(R)-[3(R)-(acetyloxy)-3-(4-chlorophenyl)propyl]-4(S)-[4-(acetyloxy)phenyl]-1-(4-chlorophenyl)-2-azetidinone C(C)(=O)O[C@H](CC[C@H]1C(N([C@@H]1C1=CC=C(C=C1)OC(C)=O)C1=CC=C(C=C1)Cl)=O)C1=CC=C(C=C1)Cl